2',5'-dimethyl-terphenyl-4,4-dicarboxylic acid CC1(C(C=C(C=C1)C)=C1C=CC(C=C1)(C(=O)O)C(=O)O)C1=CC=CC=C1